OCP(=O)CCC(C(=O)O)=O 4-(hydroxymethyl-phosphinyl)-2-oxobutanoic acid